methyl (S)-3-((S)-1-(1H-tetrazol-5-yl)piperidin-3-yl)-2-benzyl-7-methyl-3,7,8,9-tetrahydro-6H-imidazo[4,5-f]quinoline-6-carboxylate N1N=NN=C1N1C[C@H](CCC1)N1C(=NC2=C3CC[C@@H](N(C3=CC=C21)C(=O)OC)C)CC2=CC=CC=C2